COC1=CC=C(CN(C2=NC(=NC3=C2NC(N(C3)CCCCCN3CCCC3)=O)OCCCC)CC3=CC=C(C=C3)OC)C=C1 8-(bis(4-methoxybenzyl)amino)-6-butoxy-3-(5-(pyrrolidin-1-yl)pentyl)-3,4-dihydropyrimido[5,4-d]pyrimidin-2(1H)-one